BrC1=C2C=NN(C2=CC(=C1C1CC1)Cl)C1OCCCC1 4-bromo-6-chloro-5-cyclopropyl-1-(oxan-2-yl)-1H-indazole